4-(trifluoromethoxy)-N-((4S,6S)-4-(trifluoromethyl)-4,5,6,7-tetrahydro-1H-indazol-6-yl)benzenesulfonamide FC(OC1=CC=C(C=C1)S(=O)(=O)N[C@H]1C[C@@H](C=2C=NNC2C1)C(F)(F)F)(F)F